NC1=NC=CC=C1C(O)(C)C 2-amino-α,α-dimethyl-3-pyridinemethanol